(3S,7aS)-3-((1H-1,2,3-triazol-1-yl)methyl)tetrahydro-1H-pyrrolizin N1(N=NC=C1)C[C@@H]1CCC2=CCCN12